C1(CCCCC1)C=1N=NNC1 cyclohexyl-triazole